6-chloro-8-(4-chloro-2-fluorophenyl)-2,3-dimethyl-3h,4h-pyrido[3,2-d]pyrimidin-4-one ClC=1C=C(C=2N=C(N(C(C2N1)=O)C)C)C1=C(C=C(C=C1)Cl)F